tert-butyl ((2S,3S)-5-(tert-butyldimethylsilyl)-1-hydroxy-3-methylpent-4-en-2-yl)carbamate [Si](C)(C)(C(C)(C)C)C=C[C@@H]([C@@H](CO)NC(OC(C)(C)C)=O)C